C(C)(C)(C)OC(=O)N[C@H](C(=O)NC=1C=C(C=CC1)CCCCCC(=O)OC)CCC(N)=O methyl 6-[3-[(2S)-2-[(tert-butoxycarbonyl)amino]-4-carbamoylbutanamido] phenyl]hexanoate